(4-(7H-pyrrolo[2,3-d]pyrimidin-4-yl)phenyl)methanamine TFA salt OC(=O)C(F)(F)F.N1=CN=C(C2=C1NC=C2)C2=CC=C(C=C2)CN